tert-butyl N-[1-[6-chloro-1-[1-[(4-methoxyphenyl)methyl]-2,6-dioxo-3-piperidyl]-3-methyl-2-oxo-benzimidazol-4-yl]-4-piperidyl]-N-methyl-carbamate ClC=1C=C(C2=C(N(C(N2C)=O)C2C(N(C(CC2)=O)CC2=CC=C(C=C2)OC)=O)C1)N1CCC(CC1)N(C(OC(C)(C)C)=O)C